O=C1NC(CCC1N1CC2=CC=C(C=C2C1=O)CNC(OCC1=CC=CC=C1)=O)=O benzyl ((2-(2,6-dioxopiperidin-3-yl)-3-oxoisoindolin-5-yl)methyl)carbamate